C(C=C)(=O)N1CC2(C1)CN(CC2)C2=CN=C(C(=C2C#N)C=2C(=CC=C1C=NN(C21)C)C)OCC2=CC=CC=C2 5-(2-acryloyl-2,6-diazaspiro[3.4]octan-6-yl)-2-(benzyloxy)-3-(1,6-dimethyl-1H-indazol-7-yl)isonicotinonitrile